6-(2-chloro-6-methoxyphenyl)-2-((3-methyl-4-(4-methylpiperazin-1-yl)phenyl)amino)-8,9-dihydroimidazo[1,2-a]pyrimido[5,4-e]pyrimidin-5(6H)-one ClC1=C(C(=CC=C1)OC)N1C=2N(C3=C(C1=O)C=NC(=N3)NC3=CC(=C(C=C3)N3CCN(CC3)C)C)CCN2